C1[C@@H]([C@H](O[C@H]1N2C3=NC=NC(=C3NC2=O)N)COP(=O)([O-])[O-])O The molecule is an organophosphate oxoanion obtained by deprotonation of the diphosphate OH groups of 8-oxo-dAMP. It is a conjugate base of an 8-oxo-dAMP.